2-[((2R)-2-chloro-2-fluoro-acetyl)-[[(2S)-1-[4-(4-methoxyphenyl)phenyl]sulfonylpyrrolidine-2-carbonyl]amino]amino]acetamide Cl[C@H](C(=O)N(CC(=O)N)NC(=O)[C@H]1N(CCC1)S(=O)(=O)C1=CC=C(C=C1)C1=CC=C(C=C1)OC)F